CC12CC(N(C2C1)C(CNC(C1=CC=C(C=C1)OC1=CC=CC=C1)=O)=O)C(=O)N 5-methyl-2-((4-phenoxybenzoyl)glycinyl)-2-azabicyclo[3.1.0]hexane-3-carboxamide